O=C1N(C(C=C1)=O)CCC(NCCOCCOCCOCCOCCC(=O)N[C@@H](C(C)C)C(=O)N[C@@H](CCCCNC(=O)OC(C)(C)C)C(=O)O)=O N-[19-(2,5-Dioxo-2,5-dihydro-1H-pyrrol-1-yl)-17-oxo-4,7,10,13-tetraoxa-16-azanonadecane-1-oyl]-L-valyl-N6-(tert-butoxycarbonyl)-L-lysine